B([O-])([O-])[O-].[Eu+3] europium borate